(S)-(4-amino-3-fluoroimidazo[1,5-a]quinoxalin-8-yl)(3-(4-(trifluoromethyl)phenyl)morpholino)methanone NC=1C=2N(C3=CC(=CC=C3N1)C(=O)N1[C@H](COCC1)C1=CC=C(C=C1)C(F)(F)F)C=NC2F